ClC=1C=CC(=C(C1)C1(CNC=2C(=NOC21)C(F)(F)F)C)OC 6-(5-chloro-2-methoxyphenyl)-6-methyl-3-(trifluoromethyl)-4H-pyrrolo[2,3-d]isoxazol